C(C)N(NC(=O)O[C@H]1C[C@H](CC1)C1=CC(=NN1)NC(COC1=C(C(=CC(=C1)OC)O)C=O)=O)C (1R,3S)-3-(3-(2-(2-formyl-3-hydroxy-5-methoxyphenoxy)acetamido)-1H-pyrazol-5-yl)cyclopentyl 2-ethyl-2-methylhydrazine-1-carboxylate